dipyridin-2-yl-ethanol N1=C(C=CC=C1)C(C)(O)C1=NC=CC=C1